tert-butyl (2S)-2-(cyanomethyl)-4-(6,7,8,9-tetrahydro-5H-pyrimido[4,5-c]azepin-4-yl)piperazine-1-carboxylate C(#N)C[C@@H]1N(CCN(C1)C1=NC=NC=2CNCCCC21)C(=O)OC(C)(C)C